C(#C)[C@@]1([C@H]([C@@H](O[C@@H]1CO)N1C(=O)N=C(N)C=C1)O)O 3'-acetylenyl-cytidine